1-(3-(3,6-difluoro-9H-carbazol-9-yl)-2-hydroxypropyl)-3-isopropylpyrrolidin-2-one FC=1C=CC=2N(C3=CC=C(C=C3C2C1)F)CC(CN1C(C(CC1)C(C)C)=O)O